N-[(7S)-1'-(7-bromo-6-methyl-pyrazolo[1,5-a]pyrazin-4-yl)-3-(hydroxymethyl)spiro[5,7-dihydrocyclopenta[c]pyridine-6,4'-piperidine]-7-yl]-2-methyl-propane-2-sulfinamide BrC1=C(N=C(C=2N1N=CC2)N2CCC1(CC2)CC2=C(C=NC(=C2)CO)[C@H]1NS(=O)C(C)(C)C)C